N-((5-(difluoromethoxy)-6-((3-methylisoxazol-5-yl)methoxy)-1H-indol-2-yl)methyl)-1-methylcyclopropane-1-carboxamide FC(OC=1C=C2C=C(NC2=CC1OCC1=CC(=NO1)C)CNC(=O)C1(CC1)C)F